NC=1N=NC(=CC1N1CCC(CC1)(C(=O)N1CCN(CC1)C(=O)OC(C)(C)C)C1=CC=CC=C1)C1=C(C=CC=C1)O tert-butyl 4-(1-(3-amino-6-(2-hydroxyphenyl)pyridazin-4-yl)-4-phenylpiperidine-4-carbonyl)piperazine-1-carboxylate